Tert-butyl 3-((1-(2,6-dioxopiperidin-3-yl)-3-methyl-2-oxo-2,3-dihydro-1H-benzo[d]imidazol-5-yl)methyl)-3-methylazetidine-1-carboxylate O=C1NC(CCC1N1C(N(C2=C1C=CC(=C2)CC2(CN(C2)C(=O)OC(C)(C)C)C)C)=O)=O